ClC=1N=CC=C2C1N(C(=C2)C2=NN1C(C=CC(=C1)C(=O)O)=C2C)CC2CC2 2-(7-Chloro-1-(cyclopropylmethyl)-1H-pyrrolo[2,3-c]pyridin-2-yl)-3-methylpyrazolo[1,5-a]pyridine-6-carboxylic acid